vinylimidazolium trichloride [Cl-].[Cl-].[Cl-].C(=C)C=1NC=C[NH+]1.C(=C)C=1NC=C[NH+]1.C(=C)C=1NC=C[NH+]1